5-hydroxytryptamine chloride [Cl-].OC1=CC=C2NC=C(CCN)C2=C1